3-Chloro-5-Cyano-4-methylpicolinic acid ClC=1C(=NC=C(C1C)C#N)C(=O)O